ethynyl-dispiro[[1,3]dioxolane-2,1'-cyclohexane-4',1''-indene] C(#C)C=1C2(C3=CC=CC=C3C1)CCC1(CC2)OCCO1